BrC1=C(C(=CC=C1)C1=C(C=CC=C1)COCC)S(=O)(=O)Cl Bromo-2'-(ethoxymethyl)-[1,1'-biphenyl]-2-sulfonyl chloride